C(C)(=O)NC1(CC(CC(C1)CCB1OC(C(O1)(C)C)(C)C)NC(OC(C)(C)C)=O)C(NC(C)(C)C)=O tert-butyl (3-acetamido-3-(tert-butylcarbamoyl)-5-(2-(4,4,5,5-tetramethyl-1,3,2-dioxaborolan-2-yl)ethyl)cyclohexyl)carbamate